ClC1=CC(=C(NC(C)C=2C=C(C=C3C(C(=C(OC23)C(C)C)C)=O)C)C=C1)C=1C=C(C2=C(COB2O)C1)F 8-[1-[4-chloro-2-(7-fluoro-1-hydroxy-3H-2,1-benzoxaborol-5-yl)anilino]ethyl]-2-isopropyl-3,6-dimethyl-chromen-4-one